2-(4-isopropylphenyl)-9-methyl-8-oxo-2,3,4,5a,6,7,8,9-octahydro-5H-10-oxa-1,2,5,7-tetraazacycloocta[cd]indene-5-carboxylate C(C)(C)C1=CC=C(C=C1)N1N=C2C=3C(N(CCC13)C(=O)[O-])CNC(C(O2)C)=O